BrC1=CC(=C(C=C1)C[C@H]1NC(=NOC1)C1=NC(=NC=C1OC1=CC(=CC=C1)C(F)(F)F)C)C |r| (5RS)-5-[(4-bromo-2-methyl-phenyl)methyl]-3-[2-methyl-5-[3-(trifluoromethyl)phenoxy]Pyrimidin-4-yl]-5,6-dihydro-4H-1,2,4-oxadiazine